N-Boc-N-(2-fluoroethyl)-2-hydroxyethylamine C(=O)(OC(C)(C)C)N(CCF)CCO